6-chloro-8-(2-fluoro-4-(trifluoromethyl)phenyl)-2,3-dimethylpyrimidino[5,4-d]pyrimidin-4(3H)-one ClC=1N=C(C=2N=C(N(C(C2N1)=O)C)C)C1=C(C=C(C=C1)C(F)(F)F)F